CNC1=NC(=NC=C1C(F)(F)F)NC1=C2C=NNC2=CC(=C1)CC#N 2-(4-((4-(methylamino)-5-(trifluoromethyl)pyrimidin-2-yl)amino)-1H-indazol-6-yl)acetonitrile